methyl 6-hydroxy-5-(trifluoromethyl)pyridine-2-carboxylate OC1=C(C=CC(=N1)C(=O)OC)C(F)(F)F